N,N-dibenzyl-1-[3-[tert-butyl(dimethyl)silyl]oxypropoxy]-2-methyl-propan-2-amine C(C1=CC=CC=C1)N(C(COCCCO[Si](C)(C)C(C)(C)C)(C)C)CC1=CC=CC=C1